5-chloro-6-fluoro-4-[8-fluoro-2-{[(2R,7aS)-2-fluorotetrahydro-1H-pyrrolizin-7a(5H)-yl]methoxy}-4-(piperidin-1-yl)pyrido[4,3-d]pyrimidin-7-yl]naphthalen-2-ol ClC1=C2C(=CC(=CC2=CC=C1F)O)C1=C(C=2N=C(N=C(C2C=N1)N1CCCCC1)OC[C@]12CCCN2C[C@@H](C1)F)F